heptyl t-butyl ether C(C)(C)(C)OCCCCCCC